tri(cyclohexyl)phosphine C1(CCCCC1)P(C1CCCCC1)C1CCCCC1